N1=C(SC=2CNCCC21)N 4,5,6,7-tetrahydro[1,3]thiazolo[5,4-c]pyridin-2-amine